C1(CC1)C=1C=NC(=NC1)N1C[C@H](N([C@H](C1)C)C(=O)Cl)C (2R,6S)-4-(5-cyclopropylpyrimidin-2-yl)-2,6-dimethylpiperazine-1-carbonyl chloride